ClC(CN(C(O)=O)C=1C=C2C(=NC1C(C)C)CCC2)(Cl)Cl.FC2=C(C(=O)C1=CC=C(N1C)C(=O)N1CC(C1)(C1=NC=CC=C1)C)C=CC=C2 (5-(2-fluorobenzoyl)-1-methyl-1H-pyrrol-2-yl)(3-methyl-3-(pyridin-2-yl)azetidin-1-yl)methanone 2,2,2-trichloroethyl-(2-isopropyl-6,7-dihydro-5H-cyclopenta[b]pyridin-3-yl)carbamate